C(#N)C=1C=CC(=NC1)N1CCN(CC1)CC1=C(C(=NC=C1)NC(=O)NCC)F 1-(4-((4-(5-cyanopyridin-2-yl)piperazin-1-yl)methyl)-3-fluoropyridin-2-yl)-3-ethylurea